ClC1=CC=C(C=C1)N1C(C=2N(C(C(=C(C2C1)C1=C(C=CC=C1)O)C1=CC=C(C=C1)[N+](=O)[O-])=O)C1=CC=C(C=C1)OC)=O 6-(4-chlorophenyl)-4-(2-hydroxyphenyl)-1-(4-methoxyphenyl)-3-(4-nitrophenyl)-5,6-dihydro-1H-pyrrolo[3,4-b]pyridine-2,7-dione